isophthalic acid (n-heptyl) (2-propylheptyl) ester C(CC)C(COC(C=1C=C(C(=O)OCCCCCCC)C=CC1)=O)CCCCC